6-formyl-3-methylimidazo[1,2-a]pyridine-8-carboxylic acid C(=O)C=1C=C(C=2N(C1)C(=CN2)C)C(=O)O